O1CC12CN([C@@H](C2)C(=O)OC)C(=O)OC(C)(C)C 5-(tert-butyl) 6-methyl (6S)-1-oxa-5-azaspiro[2.4]heptane-5,6-dicarboxylate